7-Chloro-6-fluoro-3-iodo-1H-indole ClC=1C(=CC=C2C(=CNC12)I)F